((1s,3s)-3-hydroxy-3-methylcyclobutyl)methanone OC1(CC(C1)C=O)C